FC1=C(OC2=CC3=C(N=C(N=C3)NC=3C(=CC(=C(C3)NC(C=C)=O)N3C[C@@H]4CN(C[C@@H]4C3)C)OC)N(C2=O)C2=CC=CC=C2)C=CC(=C1)F N-(5-((6-(2,4-difluorophenoxy)-7-oxo-8-phenyl-7,8-dihydropyrido[2,3-d]pyrimidin-2-yl)amino)-4-methoxy-2-((3aR,6aS)-5-methylhexahydropyrrolo[3,4-c]pyrrol-2(1H)-yl)phenyl)acrylamide